CN1C(=NC2=C(C=C(C=C2C1=O)C)C(C)NC1=C(C(=O)O)C=CC=C1)N1CC2(C1)CCCCC2 ((1-(3,6-dimethyl-4-oxo-2-(2-azaspiro[3.5]non-2-yl)-3,4-dihydro-quinazolin-8-yl)ethyl)amino)benzoic acid